ethyl 2-{[(2S)-1,4-dioxan-2-yl]methyl}-8-(trifluoromethyl)-4,5-dihydro-2H-furo[2,3-g]indazole-7-carboxylate Ethyl-8-(trifluoromethyl)-4,5-dihydro-1H-furo[2,3-g]indazole-7-carboxylate C(C)OC(=O)C1=C(C2=C(CCC=3C=NNC23)O1)C(F)(F)F.O1[C@H](COCC1)CN1N=C2C3=C(CCC2=C1)OC(=C3C(F)(F)F)C(=O)OCC